NC1=C(C(=CC(=C1)C(CC(C)(C)C)(C)C)[N+](=O)[O-])O 2-amino-6-nitro-4-(1,1,3,3-tetramethylbutyl)phenol